tert-butyl 4-(3-methoxy-4-methylpyridin-2-yl)piperazine-1-carboxylate COC=1C(=NC=CC1C)N1CCN(CC1)C(=O)OC(C)(C)C